2-chloro-4,6-bis(trifluoromethyl)nicotinonitrile ClC1=C(C#N)C(=CC(=N1)C(F)(F)F)C(F)(F)F